6-(4-cyanopyridin-2-yl)-2,6-diazaspiro[3.3]heptane-2-carboxylic acid tert-butyl ester C(C)(C)(C)OC(=O)N1CC2(C1)CN(C2)C2=NC=CC(=C2)C#N